N[C@@H](C(=O)NC1=CC=C(C=C1)F)CCSC (R)-2-amino-N-(4-fluorophenyl)-4-(methylthio)butanamide